C1(CC1)C(=O)N1CC2=CC(=CC(=C2CC1)[C@H]1N(CCC1)C(=O)OC(C)(C)C)C=1C=C2C(=NC1)NC=C2C tert-butyl (S)-2-(2-(cyclopropanecarbonyl)-7-(3-methyl-1H-pyrrolo[2,3-b]pyridin-5-yl)-1,2,3,4-tetrahydroisoquinolin-5-yl)pyrrolidine-1-carboxylate